FC1=CC=C(C=C1)C1=C(C=CC(=N1)C(=O)OC)SC Methyl 6-(4-fluorophenyl)-5-(methylthio)picolinate